NC1=C(C=C(OC2=C(C(=NC=N2)N)I)C=C1)F 6-(4-Amino-3-fluorophenoxy)-5-iodopyrimidin-4-amine